5-(3-(2,2-difluoroethyl)-2-methyl-3H-imidazo[4,5-b]pyridin-5-yl)-N-(7-methyl-7-azaspiro[3.5]nonan-2-yl)pyrrolo[2,1-f][1,2,4]triazin-2-amine FC(CN1C(=NC=2C1=NC(=CC2)C=2C=CN1N=C(N=CC12)NC1CC2(C1)CCN(CC2)C)C)F